N-ethylaspartic acid C(C)N[C@@H](CC(=O)O)C(=O)O